COC1=CC2=CC=CC=C2C=C1C 2-Methoxy-3-methylnaphthalene